3-(3-amino-2-fluorobenzyl)-2-oxo-6-(trifluoromethyl)-3,4-dihydro-2H-benzo[e][1,3]oxazin-7-yl dimethylcarbamate CN(C(OC1=CC2=C(CN(C(O2)=O)CC2=C(C(=CC=C2)N)F)C=C1C(F)(F)F)=O)C